N12CC(C(CC1)CC2)N(C(O)=O)[C@H]2C(COC1=CC(=CC=C21)C2=CC=C(C=C2)OCC)(C)C.ClC=2C=C1CC(N(C1=C(C2)F)CC(=O)N)=O 2-(5-chloro-7-fluoro-2-oxo-2,3-dihydro-1H-indol-1-yl)acetamide (S)-quinuclidin-3-yl-(7-(4-ethoxyphenyl)-3,3-dimethylchroman-4-yl)carbamate